[1-methyl-2-(2-methylsulfonylethyl)pyrazol-1-ium-4-yl]methanamine C[N+]=1N(C=C(C1)CN)CCS(=O)(=O)C